F[C@H]1CCN(C1)C(CN1CCC(CC1)NC=1C=NC2=CC=CC=C2C1)=O (2S,4S)-4-fluoro-1-[2-[4-(3-quinolylamino)-1-piperidyl]acetyl]pyrrolidine